(2S)-methyl 3-((S)-2-oxopiperidin-3-yl)-2-(6-azaspiro[3.4]octane-7-carboxamido)propanoate O=C1NCCC[C@H]1C[C@@H](C(=O)OC)NC(=O)C1NCC2(CCC2)C1